tert-Butyl (3S)-4-(7-(3,3-difluorocyclohexyl)-5-iodo-7H-pyrrolo[2,3-d]pyrimidin-4-yl)-3-methylpiperazine-1-carboxylate FC1(CC(CCC1)N1C=C(C2=C1N=CN=C2N2[C@H](CN(CC2)C(=O)OC(C)(C)C)C)I)F